C1(CCCC1)N1C(C(=CC2=C1N=C(N=C2)NC2C(CN(CC2([2H])[2H])S(=O)(=O)C)([2H])[2H])C([2H])(F)F)=O 8-cyclopentyl-6-(difluoromethyl-d)-2-((1-(methylsulfonyl)piperidin-4-yl-3,3,5,5-d4)-amino)pyrido[2,3-d]pyrimidin-7(8H)-one